tert-butyl N-[2-[(4-chloro-5-fluoro-2-nitro-phenyl)-methoxy]-ethyl]carbamate ClC1=CC(=C(C=C1F)COCCNC(OC(C)(C)C)=O)[N+](=O)[O-]